COCCCN1N=NC(=C1)C(=O)NCC=1SC(=NN1)C1=CC=CC=C1 1-(3-methoxypropyl)-N-((5-phenyl-1,3,4-thiadiazol-2-yl)methyl)-1H-1,2,3-triazole-4-carboxamide